C(CC=C)[C@@H]1[C@H]2OC(O[C@H]2[C@@H](O1)OC)(C)C (1R,5R,6R,8R)-6-(3-Butenyl)-8-methoxy-3,3-dimethyl-2,4,7-trioxabicyclo[3.3.0]octane